1-fluoro-2-(methylsulfonylmethyl)-4-nitrobenzene FC1=C(C=C(C=C1)[N+](=O)[O-])CS(=O)(=O)C